CON(C(C1=CN=C(C=C1)OC)=O)C N,6-dimethoxy-N-methylnicotinamide